C(C)C1=CC=C(CSC=2N=CCN2)C=C1 2-((4-ethylbenzyl)thio)-4H-imidazole